2-((3,4-difluoro-2-methylphenyl)amino)-5-(trifluoromethyl)nicotinic acid FC=1C(=C(C=CC1F)NC1=C(C(=O)O)C=C(C=N1)C(F)(F)F)C